COC1=CC=C(CN(S(=O)(=O)C2=C(C=CC(=C2C2=NN=NN2CC2=CC=C(C=C2)OC)I)S(=O)(=O)N[C@H]2CN(CC2)C(=O)OC(C)(C)C)CC2=CC=C(C=C2)OC)C=C1 tert-butyl (R)-3-((2-(N,N-bis(4-methoxybenzyl)sulfamoyl)-4-iodo-3-(1-(4-methoxybenzyl)-1H-tetrazol-5-yl)phenyl)sulfonamido)pyrrolidine-1-carboxylate